(ethylammonio)titanium C(C)[NH2+][Ti]